CC1=NC2=CC=C(C=C2C=C1)C=1N=C(NC1)[C@H](CCCCCC(=O)C=1OC=CN1)NC(OC(C)(C)C)=O (S)-tert-butyl (1-(4-(2-methylquinolin-6-yl)-1H-imidazol-2-yl)-7-(oxazol-2-yl)-7-oxoheptyl)carbamate